4-(5,6-dichloroisothiazolo[3,4-b]pyridin-3-yl)piperazine-1-carboxylic acid tert-butyl ester C(C)(C)(C)OC(=O)N1CCN(CC1)C=1SN=C2N=C(C(=CC21)Cl)Cl